Racemic-N-tert-butyl-2-{methyl[2-(4-{[(2R,3S)-2-methyloxetan-3-yl]oxy}pyridin-2-yl)-5H,6H,7H-cyclopenta[d]pyrimidin-4-yl]amino}acetamide C(C)(C)(C)NC(CN(C=1C2=C(N=C(N1)C1=NC=CC(=C1)O[C@@H]1[C@H](OC1)C)CCC2)C)=O |r|